ethynylenedibenzoic acid C(#CC1=C(C(=O)O)C=CC=C1)C1=C(C(=O)O)C=CC=C1